O=C1N(C(C2=CC=CC=C12)=O)CC1=CC2=C(N=N1)CCN(C2)C(=O)OC(C)(C)C tert-butyl 3-((1,3-dioxoisoindolin-2-yl)methyl)-7,8-dihydropyrido[4,3-c]pyridazine-6(5H)-carboxylate